ClC1=CC=C(C=C1)N1N=C(C2=NC(=CC=C21)C#N)CC(C)C 1-(4-chlorophenyl)-3-isobutyl-1H-pyrazolo[4,3-b]pyridine-5-carbonitrile